ClC1=C(C=CC=C1)C=1N(C2=C(C(=NC(=C2)C)N2CCN(CC2)C)N1)C1CCOCC1 2-(2-chlorophenyl)-6-methyl-4-(4-methylpiperazin-1-yl)-1-(tetrahydro-2H-pyran-4-yl)-1H-imidazo[4,5-c]pyridine